C(C)(C)(C)OC(NCCOCCOCCN)=O 2-(2-(2-aminoethoxy)ethoxy)ethyl-carbamic acid tert-butyl ester